ClC1=C(OC=2C=C(C(=O)O)C=CC2)C=CC(=C1)C(F)(F)F 3-(2-chloro-4-(trifluoromethyl)phenoxy)-benzoic acid